(E)-8-(4-acetylphenyl)-2-(methoxyimino)-3-((1-methyl-1H-pyrazol-4-yl)methyl)-N-(1-methylcyclopropyl)-4-oxo-1,2,3,4-tetrahydroquinazoline-6-sulfonamide C(C)(=O)C1=CC=C(C=C1)C=1C=C(C=C2C(N(/C(/NC12)=N/OC)CC=1C=NN(C1)C)=O)S(=O)(=O)NC1(CC1)C